bis(4-aminophenyl)phosphine oxide NC1=CC=C(C=C1)P(C1=CC=C(C=C1)N)=O